4-(1-hydroxy-2-methylpropan-2-yl)-2,6-dimethylphenol OCC(C)(C)C1=CC(=C(C(=C1)C)O)C